(1S,3S)-3-((2-Methyl-6-(1-methyl-5-(((methyl(pentan-3-yl)carbamoyl)oxy)methyl)-1H-pyrazol-4-yl)pyridin-3-yl)oxy)cyclohexan CC1=NC(=CC=C1OC1CCCCC1)C=1C=NN(C1COC(N(C(CC)CC)C)=O)C